(R)-2-(6-(1-((tert-butoxycarbonyl)amino)ethyl)-1-(cyclopropylmethyl)-1H-pyrrolo[2,3-b]pyridin-2-yl)-7-methoxy-1-methyl-1H-benzo[d]imidazole-5-carboxylic acid C(C)(C)(C)OC(=O)N[C@H](C)C1=CC=C2C(=N1)N(C(=C2)C2=NC1=C(N2C)C(=CC(=C1)C(=O)O)OC)CC1CC1